3,4-epoxybutene C=CC1CO1